C(C1=CC=CC=C1)C(C(=O)O)(C(=O)O)OC[C@H]1O[C@H]([C@@H]([C@@]1(O)C#C)O)N1C2=NC(=NC(=C2N=C1)N[C@H]1CCC2=CC=CC=C12)Cl 2-benzyl-2-(((2R,3S,4R,5R)-5-(2-chloro-6-(((S)-2,3-dihydro-1H-inden-1-yl)amino)-9H-purin-9-yl)-3-ethynyl-3,4-dihydroxytetrahydrofuran-2-yl)methoxy)-malonic acid